4-(3-methyl-4-(methylsulfonyl)phenyl)-3-(trifluoromethyl)-1H-pyrrolo[3,2-c]pyridine CC=1C=C(C=CC1S(=O)(=O)C)C1=NC=CC2=C1C(=CN2)C(F)(F)F